ethyl 4-chloro-6-[2-[(2-methylpropan-2-yl)oxycarbonylamino]ethoxy]-2,3-dihydro-1H-indene-2-carboxylate ClC1=C2CC(CC2=CC(=C1)OCCNC(=O)OC(C)(C)C)C(=O)OCC